(R)-5-(3-(4-fluorophenyl)thioureido)-2-methyl-N-(1-(naphthalen-1-yl)ethyl)benzamide FC1=CC=C(C=C1)NC(NC=1C=CC(=C(C(=O)N[C@H](C)C2=CC=CC3=CC=CC=C23)C1)C)=S